((2,2-dimethyl-5-oxocyclohexyl)methyl)-1H-benzo[d]imidazole-6-carbonitrile CC1(C(CC(CC1)=O)CN1C=NC2=C1C=C(C=C2)C#N)C